FC1=CC=C(C=C1)C(C(C)=O)N1N=CC(=C1)I 1-(4-fluorophenyl)-1-(4-iodo-1H-pyrazol-1-yl)propan-2-one